N1C=NC2=C1C=CC(=C2)N2C(NC(C2C2=CC=C(C=C2)C=2N=NN(N2)CC#C)=O)=O 1-(1H-Benzimidazol-5-yl)-5-{4-[2-(prop-2-yn-1-yl)-2H-tetrazol-5-yl]phenyl}imidazolidine-2,4-dione